FC1=C(C(=C(C(=C1C[B-](CC1=C(C(=C(C(=C1F)F)F)F)F)(CC1=C(C(=C(C(=C1F)F)F)F)F)CC1=C(C(=C(C(=C1F)F)F)F)F)F)F)F)F.FC(F)(F)[S+](C1=CC=CC=C1)C1=CC=CC=C1 trifluoromethyl-diphenylsulfonium tetrakis-(pentafluorobenzyl)borate